C(CCCCCCC)C1C2C=CC(C1)C2 5-octyl-bicyclo[2.2.1]hepta-2-en